N-(8-methoxy-2-methylimidazo[1,2-a]pyrazin-6-yl)-1,1-diphenylmethanimine COC=1C=2N(C=C(N1)N=C(C1=CC=CC=C1)C1=CC=CC=C1)C=C(N2)C